6-chloro-5-(4-((3-ethyl-5-methoxy-2,4-dioxo-1,2,3,4-tetrahydroquinazolin-7-yl)methyl)piperazin-1-yl)-N-methylpicolinamide ClC1=C(C=CC(=N1)C(=O)NC)N1CCN(CC1)CC1=CC(=C2C(N(C(NC2=C1)=O)CC)=O)OC